(E)-5-(2-(9,9-dimethyl-9H-fluoren-2-yl)vinyl)-2-hydroxybenzoic acid CC1(C2=CC=CC=C2C=2C=CC(=CC12)/C=C/C=1C=CC(=C(C(=O)O)C1)O)C